2-ethyl-1,4-dimethylimidazolium tetraphenylborate C1(=CC=CC=C1)[B-](C1=CC=CC=C1)(C1=CC=CC=C1)C1=CC=CC=C1.C(C)C=1N(C=C([NH+]1)C)C